COC1=C(C=CC(=C1)CCC(CC(CCCCCCCCCCCCC)O)=O)[O-] 2-methoxy-4-(5-hydroxy-3-oxooctadecyl)phenolate